(azetidin-1-ylmethyl)-3-methylbutanoic acid (S)-1-phenylethyl ester C1(=CC=CC=C1)[C@H](C)OC(C(C(C)C)CN1CCC1)=O